C(C)(C)(C)OC(NC1=CC(=C(C=C1)[N+](=O)[O-])F)=O (3-fluoro-4-nitrophenyl)carbamic acid tert-butyl ester